N-isobutyl-7H-pyrrolo[2,3-d]pyrimidin-2-amine C(C(C)C)NC=1N=CC2=C(N1)NC=C2